5-(imidazo[1,2-a]pyrimidin-6-yl)-N-(cis-3-(4-methylpiperazin-1-yl)cyclobutyl)pyrrolo[2,1-f][1,2,4]triazin-2-amine N=1C=CN2C1N=CC(=C2)C=2C=CN1N=C(N=CC12)N[C@@H]1C[C@@H](C1)N1CCN(CC1)C